2,2',2'',2''',2''''-(3'-(10H-phenothiazin-10-yl)-[1,1'-biphenyl]-2,3,4,5,6-pentayl)pentakis(benzo[d]oxazole) C1=CC=CC=2SC3=CC=CC=C3N(C12)C=1C=C(C=CC1)C1=C(C(=C(C(=C1C=1OC2=C(N1)C=CC=C2)C=2OC1=C(N2)C=CC=C1)C=1OC2=C(N1)C=CC=C2)C=2OC1=C(N2)C=CC=C1)C=1OC2=C(N1)C=CC=C2